Methyl 4-bromo-2-fluoro-5-hydroxybenzoate BrC1=CC(=C(C(=O)OC)C=C1O)F